1-Amino-3-methoxy-4-(methoxycarbonyl)pyridin-1-ium 2,4-dinitrophenolate [N+](=O)([O-])C1=C(C=CC(=C1)[N+](=O)[O-])[O-].N[N+]1=CC(=C(C=C1)C(=O)OC)OC